C(C)OC(C(C)(C)OC1=C(C=C(C=C1C)CN1CCN(CC1)CCCC1=CC=C(C=C1)C(F)(F)F)C)=O 2-(2,6-dimethyl-4-((4-(3-(4-(trifluoromethyl)phenyl)propyl)piperazin-1-yl)methyl)phenoxy)-2-methylpropanoic acid ethyl ester